1-(3-(dimethylamino)propyl)-3-(5-(2-fluoro-5-((4-oxo-3,4-dihydrophthalazin-1-yl)methyl)phenyl)-1H-benzimidazol-2-yl)urea CN(CCCNC(=O)NC1=NC2=C(N1)C=CC(=C2)C2=C(C=CC(=C2)CC2=NNC(C1=CC=CC=C21)=O)F)C